1-(2,4-difluorophenyl)-6-fluoro-7-chloro-4-oxo-1,4-dihydro-1,8-naphthyridine FC1=C(C=CC(=C1)F)N1C=CC(C2=CC(=C(N=C12)Cl)F)=O